FC1=CC=C(C=C1)C1=C(C(=NN1C1=CC=C(C=C1)[N+](=O)[O-])C(F)F)C#N 5-(4-fluorophenyl)-1-(4-nitrophenyl)-3-difluoromethyl-1H-pyrazole-4-carbonitrile